ClC=1C(=C(C(=CC1)OC)C1=CC(=NC=C1C(=O)NC=1SC(N(N1)CCCCO)=O)C1=NN(C=C1)C)F 4-(3-chloro-2-fluoro-6-methoxyphenyl)-N-(4-(4-hydroxybutyl)-5-oxo-4,5-dihydro-1,3,4-thiadiazol-2-yl)-6-(1-methyl-1H-pyrazol-3-yl)nicotinamide